Propyl-methoxyethyl-piperidine methyl-5-(1-(tert-butoxycarbonyl)piperidin-4-yl)-6-methoxy-2-(2-methoxy-2-oxoethyl)nicotinate COC(C1=C(N=C(C(=C1)C1CCN(CC1)C(=O)OC(C)(C)C)OC)CC(=O)OC)=O.C(CC)C1N(CCCC1)CCOC